CC(C)(C)OC(=O)N1C[C@@H]2[C@H](C1)CC(C2)OS(=O)(=O)C.FC2=C(C=CC(=C2)OC)C(=O)C2(CCCC2)C2=NC(=CC=C2)C (2-fluoro-4-methoxyphenyl)(1-(6-methylpyridin-2-yl)cyclopentyl)methanone 1,1-dimethylethyl-(3aR,6aS)-5-{[(methylsulfonyl)oxy]}hexahydrocyclopenta[c]pyrrole-2(1H)-carboxylate